N=1C=NN2C1C=C(C=C2)OC2=C(C=C(C=C2)C2=NN1C(C(=N2)N)=C(C=C1)N1CC(CC1)NC)C 4-([1,2,4]triazolo[1,5-a]pyridin-7-yloxy)-3-methylphenyl-5-(3-(methylamino)pyrrolidin-1-yl)pyrrolo[2,1-f][1,2,4]triazin-4-amine